BrC=1C=C2C(=CC=NC2=CC1OC)OC1=CC=C(C=C1)N(C(=O)C1(CC1)C(=O)N)C1=CC=C(C=C1)F N-(4-((6-bromo-7-methoxyquinolin-4-yl)oxy)phenyl)-N-(4-fluorophenyl)cyclopropane-1,1-dicarboxamide